3-(3,5-dimethyl-1H-pyrazol-4-yl)-1-[(4-methylphenyl)dioxy-λ6-sulfanyl]-5-[4-(4-methylpiperazin-1-yl)phenyl]pyrrolo[2,3-b]pyridine CC1=NNC(=C1C1=CN(C2=NC=C(C=C21)C2=CC=C(C=C2)N2CCN(CC2)C)[SH4]OOC2=CC=C(C=C2)C)C